N-cyclopropyl-N-(2-cyclopropyl-5-methylbenzyl)-3-(difluoromethyl)-5-fluoro-1-methyl-1H-pyrazole-4-amide C1(CC1)N(C(=O)C=1C(=NN(C1F)C)C(F)F)CC1=C(C=CC(=C1)C)C1CC1